4-(cyclopropylmethyl)-9-fluoro-1-thioxo-2,4-dihydro-[1,2,4]triazolo[4,3-a]quinazolin-5(1H)-one C1(CC1)CN1C=2N(C3=C(C=CC=C3C1=O)F)C(NN2)=S